ClC1=C(C=C(C=C1)NC(C(F)(F)F)=O)F N-(4-chloro-3-fluorophenyl)-2,2,2-trifluoroacetamide